COC(=O)C1=NC=C(N=C1)OCCCCOCC(=O)OC(C)(C)C 5-(4-(2-(tert-butoxy)-2-oxoethoxy)butoxy)pyrazine-2-carboxylic acid methyl ester